3-[5-bromo-3-(methoxymethoxy)-2-pyridinyl]-6-[(3R,5S)-3,5-dimethylpiperazin-1-yl]pyridazine BrC=1C=C(C(=NC1)C=1N=NC(=CC1)N1C[C@H](N[C@H](C1)C)C)OCOC